CC(C#C)(CC\C=C(\CCCC(CCCC(C)C)C)/C)O (E)-3,7,11,15-tetramethyl-hexadec-6-en-1-yn-3-ol